Benzoic acid 2,2-difluoro-3-[3-fluoro-2,6-dimethyl-4-(4-methyl-6-oxo-4,5-dihydro-1H-pyridazine-3-yl) phenoxy]Propyl ester FC(COC(C1=CC=CC=C1)=O)(COC1=C(C(=C(C=C1C)C1=NNC(CC1C)=O)F)C)F